F[C@H]1[C@H]([C@H](NC1=O)COC1=NC=CC2=CC(=C(C=C12)OC)C(=O)N)COC 1-{[(2s,3r,4s)-4-fluoro-3-(methoxymethyl)-5-oxopyrrolidin-2-yl]methoxy}-7-methoxyisoquinoline-6-carboxamide